C[C@@]1(OCC2=C1N=C(N=C2)C(=O)N[C@H]2COC1=C(N(C2=O)C)C=CC=C1)C(F)(F)F (7S)-7-methyl-N-[(3S)-5-methyl-4-oxo-2,3-dihydro-1,5-benzoxazepin-3-yl]-7-(trifluoromethyl)-5H-furo[3,4-d]pyrimidine-2-carboxamide